3-chloro-N-((1,6-dimethyl-1H-benzimidazol-7-yl)-methyl)-4-(trifluoro-methoxy)benzamide ClC=1C=C(C(=O)NCC2=C(C=CC3=C2N(C=N3)C)C)C=CC1OC(F)(F)F